ClC1=NC=2CC(NCC2C=C1)CCC1=CC=C(C=C1)OC 2-Chloro-7-(4-methoxyphenylethyl)-5,6,7,8-tetrahydro-1,6-naphthyridine